FC=1C=CC=C2C=C(NC(C12)=O)CCC(=O)N1C2CN(CC1CC2)C2=NC=C(C#N)C=C2 6-(8-(3-(8-fluoro-1-oxo-1,2-dihydroisoquinolin-3-yl)propionyl)-3,8-diazabicyclo[3.2.1]octan-3-yl)nicotinonitrile